CN1CC=CC=NC1=O 4-methyl-5-oxo-4,6-diazepine